C1OC23[C@]4(C)[C@@H](CC2(OCCO3)OC1)[C@@H]1C[C@@H](C3CCCC[C@]3(C)[C@H]1CC4)O 17,17-bis(ethylendioxy)androstane-6α-ol